(S)-3-(5-(1-aminoisoquinolin-7-yl)-3-((2-(2-ethoxy-2-oxoethyl)-3-methylphenoxy)methyl)-1H-indazol-1-yl)pyrrolidine-1-carboxylic acid ethyl ester C(C)OC(=O)N1C[C@H](CC1)N1N=C(C2=CC(=CC=C12)C1=CC=C2C=CN=C(C2=C1)N)COC1=C(C(=CC=C1)C)CC(=O)OCC